triphenylphosphine tetrakis(2,6-difluorophenyl)borate FC1=C(C(=CC=C1)F)[B-](C1=C(C=CC=C1F)F)(C1=C(C=CC=C1F)F)C1=C(C=CC=C1F)F.C1(=CC=CC=C1)P(C1=CC=CC=C1)C1=CC=CC=C1